tert-Butyl-2-(4-fluorophenoxy)-N-iso-pentyl-1H-imidazole-1-carboxamide C(C)(C)(C)C=1N=C(N(C1)C(=O)NCCC(C)C)OC1=CC=C(C=C1)F